C(C)(C)OC=1C=C(C=CC1OC)C1=CC(=CC=C1)C1CB(OC1)O 4-(3'-isopropoxy-4'-methoxy-[1,1'-biphenyl]-3-yl)-1,2-oxaborolan-2-ol